2-METHYL-2-HYDROXYHEPTAN CC(C)(CCCCC)O